N[C@H](C(=O)NC1=NC=CC(=C1)C(COC)NC(CCC(F)(F)F)=O)C1CCC(CC1)(F)F N-(1-(2-((S)-2-amino-2-(4,4-difluorocyclohexyl)acetamido)pyridin-4-yl)-2-methoxyethyl)-4,4,4-trifluoro-butanamide